C(CCC)C1=NC2=C(N1)C=C(C=C2)OC\C(\CN)=C\F (E)-2-(((2-butyl-1H-benzo[d]imidazol-6-yl)oxy)methyl)-3-fluoroprop-2-en-1-amine